ClC1=CC=C(C=N1)CC(C(=O)O)[C@@H]1CNCC1 3-(6-Chloro-3-pyridinyl)-2-[(3R)-pyrrolidin-3-yl]propionic acid